C(C)(C)(C)C=1C=C(C=C(C1O)C(C)(C)C)CC1=C(C(=C(C(=C1C)CC1=CC(=C(C(=C1)C(C)(C)C)O)C(C)(C)C)C)CC1=CC(=C(C(=C1)C(C)(C)C)O)C(C)(C)C)C 1,3,5-tri(3,5-di-tert-butyl-4-hydroxyphenyl-methyl)-2,4,6-trimethylbenzene